dialuminum trisulphate S(=O)(=O)([O-])[O-].S(=O)(=O)([O-])[O-].S(=O)(=O)([O-])[O-].[Al+3].[Al+3]